benzyl 4-(5-cyano-1-((7-fluoro-2-methylimidazo[1,2-a]pyridin-6-yl)carbamoyl)-2,3-dihydro-1H-pyrrolo[2,3-b]pyridin-4-yl)-2,2-dimethylpiperazine-1-carboxylate C(#N)C=1C(=C2C(=NC1)N(CC2)C(NC=2C(=CC=1N(C2)C=C(N1)C)F)=O)N1CC(N(CC1)C(=O)OCC1=CC=CC=C1)(C)C